benzyl ((3S,4R)-4-(2-oxabicyclo[2.2.2]octan-4-ylmethoxy)-2-hydroxy-2-methylpentan-3-yl)carbamate C12OCC(CC1)(CC2)CO[C@@H]([C@@H](C(C)(C)O)NC(OCC2=CC=CC=C2)=O)C